OCC[N+]1=CC=C(C=C1)C 1-(2-hydroxyethyl)-4-methylpyridin-1-ium